8-amino-benzo[5,6][1,4]dioxino[2,3-b]pyridine-7-carboxylic acid methyl ester COC(=O)C=1C(=CC2=C(OC=3C(=NC=CC3)O2)C1)N